ClC=1C=NN2C1N=C1C(=C2NCC=2C=CC(=C(C#N)C2)F)CCC12CCCC2 5-(((3-chloro-6,7-dihydrospiro[cyclopenta[d]pyrazolo[1,5-a]pyrimidine-5,1'-cyclopentan]-8-yl)amino)methyl)-2-fluorobenzonitrile